ClCOC(=O)NCC(CC(=O)OCC1=CC=CC=C1)(C)C benzyl 4-(((chloromethoxy)carbonyl)amino)-3,3-dimethylbutanoate